(S)-14-Methyl-octadecene C[C@H](CCCCCCCCCCCC=C)CCCC